COC=1C=CC=2C3=C(C=NC2C1)NC(N3CC3=CC(=CC=C3)S(=O)(=N)C)=O 7-methoxy-1-(3-(S-methylsulfonimidoyl)benzyl)-1H-imidazo[4,5-c]quinolone